2-chloro-9-((tetrahydrofuran-3-yl)methyl)-7,9-dihydro-8H-purin-8-one ClC1=NC=C2NC(N(C2=N1)CC1COCC1)=O